(S)-(3-(difluoromethyl)-1-methyl-1H-pyrazol-5-yl)(4-(7-(difluoromethyl)pyrazolo[1,5-a]pyridin-2-yl)-6,7-dihydro-1H-imidazo[4,5-c]pyridin-5(4H)-yl)methanone FC(C1=NN(C(=C1)C(=O)N1[C@@H](C2=C(CC1)NC=N2)C2=NN1C(C=CC=C1C(F)F)=C2)C)F